C(C)(C)C1=C(NC2=CC=C(C=C12)C1CCN(CC1)CC#N)C=1C=C(C=2N(C1)C=NN2)C 2-(4-(3-isopropyl-2-(8-methyl-[1,2,4]triazolo[4,3-a]pyridin-6-yl)-1H-indol-5-yl)piperidin-1-yl)acetonitrile